3-((1-methyl-1H-pyrazol-4-yl)methyl)-N-(1-methylcyclopropyl)-2,4-dioxo-1-((2-oxoindol-5-yl)methyl)-1,2,3,4-tetrahydrothieno[2,3-d]pyrimidine-6-sulfonamide CN1N=CC(=C1)CN1C(N(C2=C(C1=O)C=C(S2)S(=O)(=O)NC2(CC2)C)CC2=CC1=CC(N=C1C=C2)=O)=O